9-(2-ethylhexyl)carbazole-3,6-dicarboxaldehyde C(C)C(CN1C2=CC=C(C=C2C=2C=C(C=CC12)C=O)C=O)CCCC